9-oxo-2-(trifluoromethyl)-9H-indeno[2,1-d]Pyrimidine-7-carbaldehyde O=C1C=2C=C(C=CC2C2=C1N=C(N=C2)C(F)(F)F)C=O